[W].[Zr].[Ti] titanium-zirconium-tungsten